3-((((R)-2-methoxy-2-oxo-1-phenylethyl)(methyl)amino)methyl)pyrrolidine-1-carboxylic acid COC([C@@H](C1=CC=CC=C1)N(C)CC1CN(CC1)C(=O)O)=O